[F-].C[NH+]1C(CCC1)C 1,2-Dimethylpyrrolidinium fluorid